C(C(=O)OCCC(CC=CCC)C)(=O)OCC ethyl (3-methyloct-5-en-1-yl) oxalate